(1-(4-(2,6-bis(benzyloxy)pyridin-3-yl)phenyl)azetidin-3-yl)methanol methyl-2-benzylisothiazolidine-3-carboxylate CC1(N(SCC1)CC1=CC=CC=C1)C(=O)OCC1CN(C1)C1=CC=C(C=C1)C=1C(=NC(=CC1)OCC1=CC=CC=C1)OCC1=CC=CC=C1